(3R,4R)-4-{[7-(cyclopent-1-en-1-yl)-5-fluoropyrrolo[2,1-f][1,2,4]triazin-2-yl]amino}-3-fluoropiperidine-1-carboxylic acid tert-butyl ester C(C)(C)(C)OC(=O)N1C[C@H]([C@@H](CC1)NC1=NN2C(C=N1)=C(C=C2C2=CCCC2)F)F